C1(=CC=CC=C1)C=1N=C(SC1)NC(=O)[C@@H]1CNCC1 (S)-N-(4-phenylthiazol-2-yl)pyrrolidine-3-carboxamide